(S)-2-(5-(8-((S)-pyrrolidin-2-yl)chroman-6-yl)-1H-pyrrolo[2,3-b]pyridin-3-yl)propionitrile N1[C@@H](CCC1)C=1C=C(C=C2CCCOC12)C=1C=C2C(=NC1)NC=C2[C@@H](C#N)C